C(C1=CC=CC=C1)OC(=O)C1(CC1)COCNC(CNC(OCC1C2=CC=CC=C2C=2C=CC=CC12)=O)=O 1-(10-(9H-fluoren-9-yl)-5,8-dioxo-2,9-dioxa-4,7-diazadecyl)cyclopropane-1-carboxylic acid benzyl ester